butylchloro-acetophenone C(CCC)C(C(=O)C1=CC=CC=C1)Cl